2-(hydroxymethyl)-4-(4-(((tetrahydro-2H-pyran-2-yl)oxy)methyl)piperidin-1-yl)benzoic acid OCC1=C(C(=O)O)C=CC(=C1)N1CCC(CC1)COC1OCCCC1